OCCNC1=C(C=C(C=C1)C(F)(F)F)[N+](=O)[O-] N-(β-hydroxyethyl)-2-nitro-4-trifluoromethylaniline